C(C1=CC=CC=C1)OC(C(CC1=CC=C(C=C1)NC(=O)OC)[C@](N(C)C(=O)OC(C)(C)C)(CC(C)C)C(=O)O)=O (R)-1-(benzyloxy)-3-(4-((methoxycarbonyl)amino)phenyl)-1-oxopropan-2-yl-N-(tert-butoxycarbonyl)-N-methyl-L-leucine